3-fluoro-N'-(8-fluoro-1,2,3,5,6,7-hexahydro-s-indacen-4-ylcarbamoyl)-5-(2-hydroxypropan-2-yl)thiophene-2-sulfonimidamide FC1=C(SC(=C1)C(C)(C)O)S(=O)(N)=NC(NC1=C2CCCC2=C(C=2CCCC12)F)=O